NC1=CC=C(C=N1)/C=C/C(=O)NCC=1OC2=C(C1)C=C(C=C2Cl)C=2C=C1C(N(C(C1=CC2)=O)C)=O (E)-3-(6-aminopyridin-3-yl)-N-((7-chloro-5-(2-methyl-1,3-dioxoisoindolin-5-yl)benzofuran-2-yl)methyl)acrylamide